1'-prop-2-ynyl-5-(trifluoromethyl)spiro[1H-isobenzofuran-3,4'-piperidine]-1-carbonitrile C(C#C)N1CCC2(CC1)OC(C1=CC=C(C=C12)C(F)(F)F)C#N